4-((2,2-difluoroethyl)sulfonyl)-N-((2-(6-((cis)-2,6-dimethylmorpholino)-4-fluoropyridin-2-yl)-1,6-naphthyridin-7-yl)methyl)benzamide FC(CS(=O)(=O)C1=CC=C(C(=O)NCC2=NC=C3C=CC(=NC3=C2)C2=NC(=CC(=C2)F)N2C[C@@H](O[C@@H](C2)C)C)C=C1)F